benzo[c][1,2,5]thiadiazol N=1SN=C2C1C=CC=C2